CC=1C2=C(N=NC1C1=C(C=C(C=C1)C(F)(F)F)O)N(CCC2)[C@H]2CNCCC2 (R)-2-(4-methyl-8-(piperidin-3-yl)-5,6,7,8-tetrahydropyrido[2,3-c]pyridazin-3-yl)-5-(trifluoromethyl)phenol